ClC=1N=NC(=CC1C(C)C)OC1CCNCC1 3-chloro-4-isopropyl-6-(piperidin-4-yloxy)pyridazine